ClC=1C=NC(=C(C(=O)NC2CCC(CC2)CN2C(N(C3=C2C=CC=C3)C3=CC(=CC=C3)N3CCOCC3)=O)C1)C(F)F 5-chloro-2-(difluoromethyl)-N-((1r,4r)-4-((3-(3-morpholinophenyl)-2-oxo-2,3-dihydro-1H-benzo[d]imidazol-1-yl)methyl)cyclohexyl)nicotinamide